C(C)(C)(C)OC(=O)N1C[C@@H](CCC1)C=1N(C2=C(C=C(C=C2C1F)C(=O)O)C=1C(=NC(=CC1)C)CC)CC1CC1 (R)-2-(1-(tert-butoxycarbonyl)piperidin-3-yl)-1-(cyclopropylmethyl)-7-(2-ethyl-6-methylpyridin-3-yl)-3-fluoro-1H-indole-5-carboxylic acid